1-[2-(5,6-Difluoroindol-1-yl)ethyl]-3-methyl-pyrrolidin-3-ol fumarate C(\C=C\C(=O)O)(=O)O.FC=1C=C2C=CN(C2=CC1F)CCN1CC(CC1)(O)C